tert-butyl (3-(4-(2-(4-((2-carbamoylpyrimidin-4-yl)methoxy)phenyl)propan-2-yl)phenoxy)propyl)carbamate C(N)(=O)C1=NC=CC(=N1)COC1=CC=C(C=C1)C(C)(C)C1=CC=C(OCCCNC(OC(C)(C)C)=O)C=C1